C(C)(C)(C)OC(=O)N1CC2(C1)CC(C2)CC2=CC=C(C=C2)S(=O)(=O)C(F)(F)F 6-[[4-(trifluoromethylsulfonyl)phenyl]methyl]-2-azaspiro[3.3]heptane-2-carboxylic acid tert-butyl ester